C12CNCC(CC1)N2C=2SC=1CN(CCC1N2)C(CC2(CCC2)C)=O 1-(2-(3,8-diazabicyclo[3.2.1]octan-8-yl)-6,7-dihydrothiazolo[5,4-c]pyridin-5(4H)-yl)-2-(1-methylcyclobutyl)ethan-1-one